2-O-methylcytosine COC1=NC=CC(=N1)N